3-deoxy-D-manno-Oct-2-ulo-Pyranosonic acid C(C1(O)C[C@@H](O)[C@@H](O)[C@H](O1)[C@H](O)CO)(=O)O